methoxy-5-(2-((2R,5S)-5-methyl-2-(2-(2-methyl-2-azabicyclo[2.2.2]octan-4-yl)benzo[d]thiazol-5-yl)piperidin-1-yl)-2-oxoacetamido)nicotinamide COC1=C(C(=O)N)C=C(C=N1)NC(C(=O)N1[C@H](CC[C@@H](C1)C)C=1C=CC2=C(N=C(S2)C23CN(C(CC2)CC3)C)C1)=O